2,4-dimethylnicotinic acid methyl ester COC(C1=C(N=CC=C1C)C)=O